The molecule is a steroid sulfate oxoanion that is the conjugate base of halistanol sulfonic acid F. It is a conjugate base of a halistanol sulfonic acid F. CCC(C)(C)C(C)CC[C@@H](C)[C@H]1CC[C@@H]2[C@@]1(CC[C@H]3[C@H]2C[C@@H]([C@@H]4[C@@]3(C[C@@H]([C@H](C4)OS(=O)(=O)[O-])OS(=O)(=O)[O-])C)OS(=O)(=O)[O-])C